(2-aminoethyl)-5-(3-pyridyl)-1H-indole-4,7-dione NCCN1C=CC=2C(C(=CC(C12)=O)C=1C=NC=CC1)=O